N-(2,4-dimethylphenyl)-2-(methoxymethyl)-6-({[2-(trifluoromethyl)phenyl]carbonyl}amino)-1H-benzoimidazole-4-carboxamide CC1=C(C=CC(=C1)C)NC(=O)C1=CC(=CC=2NC(=NC21)COC)NC(=O)C2=C(C=CC=C2)C(F)(F)F